C(N)(=O)[C@@H]1C[C@@]2(CN1C([C@H](CC1CC1)N(C(C(=O)NC1=CC=C(C=C1)F)=O)C)=O)C(NC1=C(O2)C=CC=N1)=O N1-((S)-1-((2R,5'S)-5'-carbamoyl-3-oxo-3,4-dihydrospiro[pyrido[3,2-b][1,4]oxazine-2,3'-pyrrolidin]-1'-yl)-3-cyclopropyl-1-oxopropan-2-yl)-N2-(4-fluorophenyl)-N1-methyloxalamide